C(C)(C)(C)SSC=CC(=O)O 3-(tert-butyldithio)acrylic acid